(2S)-2-[[6-[3-[1-(2-acetamidoethyl)triazol-4-yl]phenoxy]pyridine-3-carbonyl]amino]-5,5-dimethyl-hexanoic acid C(C)(=O)NCCN1N=NC(=C1)C=1C=C(OC2=CC=C(C=N2)C(=O)N[C@H](C(=O)O)CCC(C)(C)C)C=CC1